4-(7-bromo-1-(2-ethyl-6-methylphenyl)-6-fluoro-2-carbonyl-1,2-dihydroquinolin-4-yl)piperazine-1-carboxylic acid tert-butyl ester C(C)(C)(C)OC(=O)N1CCN(CC1)C1=CC(N(C2=CC(=C(C=C12)F)Br)C1=C(C=CC=C1C)CC)=C=O